C(#N)C1=C(C=C(C=C1)N1CC(CC1)NC1=C2C(=NC=C1)C=CS2)F 7-((1-(4-cyano-3-fluorophenyl)pyrrolidin-3-yl)amino)thieno[3,2-b]pyridine